[N+](#[C-])CC=1C=C(C[N+]#[C-])C=CC1 3-(isocyanomethyl)benzylisonitrile